7-Bromo-4-methoxy-2-(1-methyl-1H-imidazol-2-yl)thieno[3,2-d]pyrimidine BrC1=CSC2=C1N=C(N=C2OC)C=2N(C=CN2)C